CC1CC2C(CC1COC(=O)C1CC3C(CC1C)O3)O2.ClC=2C(=C(C(=O)ON3CCCCC3)C(=CC2)Cl)OC 1-[(3,6-dichloro-2-methoxybenzoyl)oxy]piperidine 3,4-epoxy-6-methylcyclohexylmethyl-3,4-Epoxy-6-methylcyclohexanecarboxylate